ClC1=CC=C(C=C1)N1C=NN(C1=O)CC1=CC(=C(OC(C(=O)O)(C)C)C=C1)C 2-(4-((4-(4-Chlorophenyl)-5-oxo-4,5-dihydro-1H-1,2,4-triazol-1-yl)meth-yl)-2-methylphenoxy)-2-methylpropionic acid